ClC=1C(=CC=C2CC(NC12)=O)C=1C(=C(C=CC1)NC(=O)[C@H]1N(C[C@@H](C1)F)C(=O)OC(C)(C)C)F tert-Butyl (2S,4R)-2-((3-(7-chloro-2-oxoindolin-6-yl)-2-fluorophenyl)carbamoyl)-4-fluoropyrrolidine-1-carboxylate